COC(CC(N)N)CCC 3-methoxy-hexanediamine